BrC1=CC=2C3=C(C=NC2C=C1F)N(C(C31CN(C1)CCOC)=O)C 8'-Bromo-7'-fluoro-1-(2-methoxyethyl)-3'-methylspiro[azetidine-3,1'-pyrrolo[2,3-c]quinolin]-2'(3'H)-one